N,N-diphenyl-9H-carbazol-3-amine-1,2,4,5,6,7,8-d7 C1(=CC=CC=C1)N(C=1C(=C(C=2NC3=C(C(=C(C(=C3C2C1[2H])[2H])[2H])[2H])[2H])[2H])[2H])C1=CC=CC=C1